C(C)C=1C(C(CCC1)(C)C)C(=O)OCC ethyl 2-ethyl-6,6-dimethylcyclohex-2-enoate